cadmium-selenide [Se-2].[Cd+2]